C1(CCC1)C1=NC=CC(=C1)S(=O)(=O)NC(NC1=C2CCCC2=CC(=C1C1=CC=2N(C=C1)N=CC2)C)=O 2-cyclobutyl-N-((6-methyl-5-(pyrazolo[1,5-a]pyridin-5-yl)-2,3-dihydro-1H-inden-4-yl)carbamoyl)pyridine-4-sulfonamide